FC1=CC=C(C(=O)N[C@H](C(=O)O)CCCCO)C=C1 (S)-2-(4-fluorobenzamido)-6-hydroxycaproic acid